γ-mercaptopropylmethyldibutoxysilane SCCC[Si](OCCCC)(OCCCC)C